(R)-6-fluoro-6,7-dihydro-5H-pyrrolo[1,2-c]Imidazole F[C@@H]1CC=2N(C=NC2)C1